CC=1N=C(C2=C(N1)N(C(C(=C2)O[C@@H]2COCC2)=O)C)N[C@H](C)C=2SC=C(C2)C2=C(C=CC=C2)CNC 2,8-dimethyl-4-(((R)-1-(4-(2-((methylamino)methyl)phenyl)thiophen-2-yl)ethyl)amino)-6-(((S)-Tetrahydrofuran-3-yl)oxy)pyrido[2,3-d]pyrimidin-7(8H)-one